C(CCCCCNC(CCCCCCCCCCC\C=C/CCCCCCCC)=O)NC(CCCCCCCCCCC\C=C/CCCCCCCC)=O N,N'-(1,6-hexanediyl)bis(erucamide)